p-(methylthio)phenol CSC1=CC=C(C=C1)O